5,5-dimethyl-1-(4,4,5,5-tetramethyl-1,3,2-dioxaborolan-2-yl)-5H-dibenzo[b,d]silole C[Si]1(C2=C(C3=C1C=CC=C3)C(=CC=C2)B2OC(C(O2)(C)C)(C)C)C